N-(azetidin-3-yl)-2-ethyl-4-((3-(3-(trifluoromethyl)-1H-pyrazol-4-yl)imidazo[1,2-a]pyrazin-8-yl)amino)benzamide formate C(=O)O.N1CC(C1)NC(C1=C(C=C(C=C1)NC=1C=2N(C=CN1)C(=CN2)C=2C(=NNC2)C(F)(F)F)CC)=O